O(C1=CC=CC=C1)C=1C=C(C(=O)O)C=CC1OC 3-(phenoxy)-4-methoxybenzoic acid